CC=1N=NN2C1C1=C(C(CC2)NC=2C=C(C=CC2)CCO)C=C(C=C1)C=1C=NN(C1)C 2-(3-((1-methyl-9-(1-methyl-1H-pyrazol-4-yl)-6,7-dihydro-5H-benzo[c][1,2,3]triazolo[1,5-a]azepin-7-yl)amino)phenyl)ethanol